2-(4-((1-(4-fluorophenyl)-5-oxo-1,5-dihydro-4H-1,2,4-triazol-4-yl)methyl)-2,6-dimethylphenoxy)-2-methylpropanoic acid FC1=CC=C(C=C1)N1N=CN(C1=O)CC1=CC(=C(OC(C(=O)O)(C)C)C(=C1)C)C